7-bromo-1-(tert-butyl)-3-methyl-6-(phenylsulfonyl)-3,6-dihydroimidazo[4,5-d]pyrrolo[2,3-b]pyridin-2(1H)-one BrC1=CC=2C(=NC=C3C2N(C(N3C)=O)C(C)(C)C)N1S(=O)(=O)C1=CC=CC=C1